BrC=1C=C(C=CC1)C1=NC(=NN1CC(F)(F)F)C=1C=NC=C(C(=O)O)C1 5-(5-(3-bromophenyl)-1-(2,2,2-trifluoroethyl)-1H-1,2,4-triazol-3-yl)nicotinic acid